4-((1-((benzyloxy)carbonyl)piperidin-4-yl)oxy)benzoic acid C(C1=CC=CC=C1)OC(=O)N1CCC(CC1)OC1=CC=C(C(=O)O)C=C1